6-(3-bromophenyl)-22,28-difluoro-24-oxa-9,12-dithia-5,19,30-triazapentacyclo[23.3.1.12,5.015,23.016,20]triaconta-1(29),2(30),3,15,17,20,22,25,27-nonaene BrC=1C=C(C=CC1)C1N2C=CC(C=3C(=CC=C(OC4=C(C=C5NC=CC5=C4CCSCCSCC1)F)C3)F)=N2